2-((1-((4-chloro-1-methyl-1H-pyrazol-5-yl)methyl)-3-thioxoisoindolin-2-yl)methyl)-5-oxa-7-azaspiro[3.4]octan-6-one ClC=1C=NN(C1CC1N(C(C2=CC=CC=C12)=S)CC1CC2(C1)OC(NC2)=O)C